CC1[NH+]2CC(N(C1)CC2)C 4-aza-1-azonia-2,5-dimethylbicyclo[2.2.2]octane